N-(4-(6-(2-methylpyridin-4-ylamino)-3H-imidazo[4,5-b]pyridin-2-yl)phenyl)-6-morpholinoquinolin-4-amine CC1=NC=CC(=C1)NC=1C=C2C(=NC1)NC(=N2)C2=CC=C(C=C2)NC2=CC=NC1=CC=C(C=C21)N2CCOCC2